6-[(S)-1-Acryloyl-3-(2,3-dichloro-6-fluorophenyl)-3-pyrrolidinylamino]-1-methyl-3,3-dimethyl-2-indolinone C(C=C)(=O)N1C[C@](CC1)(C1=C(C(=CC=C1F)Cl)Cl)NC1=CC=C2C(C(N(C2=C1)C)=O)(C)C